C(C1=CC=CC=C1)(=O)OCC(C(\C=C\C1=CC=CC=C1)Cl)Br (E)-2-bromo-3-chloro-5-phenylpent-4-en-1-yl benzoate